1-(6-bromoimidazo[1,2-a]pyridin-3-yl)but-3-en-1-ol BrC=1C=CC=2N(C1)C(=CN2)C(CC=C)O